(S)-2-(4-cyanotetrahydro-2H-pyran-4-carboxamido)-9-(5,6,7,8-tetrahydro-1,8-naphthyridin-2-yl)nonanoic acid C(#N)C1(CCOCC1)C(=O)N[C@H](C(=O)O)CCCCCCCC1=NC=2NCCCC2C=C1